O[C@]12[C@@H]3CC[C@@H]4C[C@H](CC[C@@]4([C@H]3CC[C@@]2([C@H](CC1)C=1COC(C1)=O)C)C)NC(OCCN1CCOCC1)=O 2-morpholinoethyl ((3S,5R,8R,9S,10S,13R,14S,17R)-14-hydroxy-10,13-dimethyl-17-(5-oxo-2,5-dihydrofuran-3-yl)hexadecahydro-1H-cyclopenta[a]phenanthren-3-yl)carbamate